N-(4-(3-amino-7-(5-(2-hydroxy-prop-2-yl)pyridin-2-yl)-1H-pyrazolo[4,3-c]pyridin-4-yl)benzyl)-5-fluoro-2-methoxybenzamide NC1=NNC2=C1C(=NC=C2C2=NC=C(C=C2)C(C)(C)O)C2=CC=C(CNC(C1=C(C=CC(=C1)F)OC)=O)C=C2